S(OC1=CC(=CC=C1)N=S(=O)(F)F)(=O)(=O)F 3-((Difluoro(oxo)-λ6-sulfanylidene)amino)phenyl Sulfurofluoridate